BrC1=CC(=NC=C1)[C@@H](C(F)F)O (1S)-1-(4-bromo-2-pyridyl)-2,2-difluoro-ethanol